FC=1C=C(OCC(C(=O)NC2CCN(CC2)C)(C)C)C=CC1 3-(3-fluorophenoxy)-2,2-dimethyl-N-(1-methylpiperidin-4-yl)propionamide